FC=1C(=CC(=NC1)C)C=1NC2=CC=C(C=C2C1C(C)C)C1CCNCC1 2-(5-fluoro-2-methylpyridin-4-yl)-3-isopropyl-5-(piperidin-4-yl)-1H-indole